(±)-4-(Chloromethyl)-1-methyl-pyrrolidin-2-one ClC[C@@H]1CC(N(C1)C)=O |r|